(R)-5-amino-2-(2-hydroxypropyl)-6-(2-isopropylphenyl)pyridazin-3(2H)-one NC1=CC(N(N=C1C1=C(C=CC=C1)C(C)C)C[C@@H](C)O)=O